(Z)-5-((1H-pyrrolo[3,2-b]pyridin-3-yl)methyl)-2-thioxothiazolidin-4-one N1C=C(C2=NC=CC=C21)CC2C(NC(S2)=S)=O